C1(=CC=CC=C1)C1=CC=C(C=C1)C1=CC(=CC(=C1)C(F)(F)F)NC=1C=C(C=CC1)C 4'-phenyl-N-(3-tolyl)-5-(trifluoromethyl)-[1,1'-biphenyl]-3-amine